C(#N)C1CN(C1)S(=O)(=O)N1C[C@H](CCC1)C(=O)N1[C@H](CCC1)C(=O)NCC1=CC(=CC=C1)C 1-(((3S)-1-((3-cyano-1-azetidinyl)sulfonyl)-3-piperidinyl)carbonyl)-N-(3-methylbenzyl)-D-prolinamide